N-((1S,3S)-3-butoxy-cyclopentyl)-1,5,7-trimethyl-4-oxo-4,5-dihydro-1H-pyrrolo[3,2-c]pyridine-3-carboxamide C(CCC)O[C@@H]1C[C@H](CC1)NC(=O)C1=CN(C2=C1C(N(C=C2C)C)=O)C